5-acetyl-2-((2-fluoro-4-iodophenyl)amino)-4-methylthiophene-3-carboxylic acid ethyl ester C(C)OC(=O)C1=C(SC(=C1C)C(C)=O)NC1=C(C=C(C=C1)I)F